ClC1=NC=CN=C1C1=NN(C=N1)CC1=CC=C(C=C1)OC 2-chloro-3-[1-[(4-methoxyphenyl)methyl]-1,2,4-triazol-3-yl]pyrazine